(1R,3R)-1-[2,6-difluoro-4-(1-isobutylazetidin-3-yl)oxy-phenyl]-2-(2-fluoro-2-methyl-propyl)-3-methyl-1,3,4,9-tetrahydropyrido[3,4-b]indole FC1=C(C(=CC(=C1)OC1CN(C1)CC(C)C)F)[C@H]1N([C@@H](CC2=C1NC1=CC=CC=C21)C)CC(C)(C)F